8-(1-(tert-butoxycarbonyl)pyrrolidin-2-yl)-6-chloro-isoquinoline C(C)(C)(C)OC(=O)N1C(CCC1)C=1C=C(C=C2C=CN=CC12)Cl